(Z)-2-methylbut-2-en-1-ol C/C(/CO)=C/C